C(N)(OC(C1=CC=CC=C1)CCCC)=O butylbenzyl carbamate